5-[3-(2-oxo-1,2,3,4-tetrahydroquinolin-6-yl)-1,2,4-oxadiazol-5-yl]-2-[(2,2,2-trifluoroethyl)amino]benzonitrile O=C1NC2=CC=C(C=C2CC1)C1=NOC(=N1)C=1C=CC(=C(C#N)C1)NCC(F)(F)F